C(C)(=O)OCC1=CC(=NC=C1)C1=CC(=C(C=C1)C(N)=O)C [2-(4-Carbamoyl-3-Methylphenyl)Pyridin-4-yl]Methyl Acetate